OC1CC(CC1)N(C(OC(C)(C)C)=O)C rac-tert-butyl (3-hydroxy cyclopentyl)(methyl)carbamate